3-(2-(methoxycarbonyl)phenyl)pyrrolidine-1-carboxylic acid tert-butyl ester C(C)(C)(C)OC(=O)N1CC(CC1)C1=C(C=CC=C1)C(=O)OC